C12(CCC(CC1)CC2)N2N=C1C=CC(=C(C1=C2)N2C[C@@H]([C@@H](C2)C)NC(OC(C)(C)C)=O)[N+](=O)[O-] tert-butyl ((3R,4R)-1-(2-(bicyclo[2.2.2]octan-1-yl)-5-nitro-2H-indazol-4-yl)-4-methylpyrrolidin-3-yl)carbamate